NC1=NNC2=C1C(=NC(=C2)C2=CCS(C=C2)=O)C2=CC=C(CNC(C1=C(C=CC(=C1)F)O)=O)C=C2 N-(4-(3-amino-6-(1-oxo-2H-thiopyran-4-yl)-1H-pyrazolo[4,3-c]pyridin-4-yl)benzyl)-5-fluoro-2-hydroxybenzoamide